4-Bromo-2-fluorophenylazetidine-1-carboxylate BrC1=CC(=C(C=C1)OC(=O)N1CCC1)F